Hexane-1,6-diyl bis(12-hydroxyoctadecanoate) OC(CCCCCCCCCCC(=O)OCCCCCCOC(CCCCCCCCCCC(CCCCCC)O)=O)CCCCCC